3,3'-biphenyltetracarboxylic acid C1(=C(C(=C(C(=C1)C(=O)O)C(=O)O)C=1C=CC=CC1)C(=O)O)C(=O)O